(e)-1-[2-Hydroxy-4-(tetrahydro-2h-pyran-2-yloxy)phenyl]-3-[4-(tetrahydro-2h-pyran-2-yloxy)phenyl]prop-2-en-1-one OC1=C(C=CC(=C1)OC1OCCCC1)C(\C=C\C1=CC=C(C=C1)OC1OCCCC1)=O